1-(9Z-hexadecenoyl)-2-(5Z,8Z,11Z,14Z,17Z-eicosapentaenoyl)-glycero-3-phosphocholine CCCCCC/C=C\CCCCCCCC(=O)OC[C@H](COP(=O)([O-])OCC[N+](C)(C)C)OC(=O)CCC/C=C\C/C=C\C/C=C\C/C=C\C/C=C\CC